(R)-3-(1,4-dimethyl-1H-benzo[d][1,2,3]triazol-5-yl)-3-(3-(((R)-7-hydroxy-2-(trifluoromethyl)-2,3-dihydropyrido[2,3-f][1,4]oxazepin-4(5H)-yl)methyl)-4-methylphenyl)propanoic acid CN1N=NC2=C1C=CC(=C2C)[C@H](CC(=O)O)C2=CC(=C(C=C2)C)CN2C[C@@H](OC1=C(C2)N=C(C=C1)O)C(F)(F)F